FC1=C(C=C(OC[C@H]2CN(CCO2)C(=O)[O-])C=C1C=1SC(=CN1)C)C(N[C@H](C)C=1C=NC(=NC1)C)=O (R)-2-((4-fluoro-3-(((R)-1-(2-methylpyrimidin-5-yl)ethyl)carbamoyl)-5-(5-Methylthiazol-2-yl)phenoxy)methyl)morpholine-4-carboxylate